N[S@](=NC(CC1=C(C=C(C=C1C(C)C)C1=CC2=CC=CC=C2C=C1)C(C)C)=O)(=O)C1=CN=C(S1)C(C)(C)O |o1:1| (R) or (S)-N-(amino(2-(2-hydroxypropan-2-yl)thiazol-5-yl)(oxo)-λ6-sulfaneylidene)-2-(2,6-diisopropyl-4-(naphthalen-2-yl)phenyl)acetamide